2-(2-Fluoro-6-methoxyphenyl)-2-(6-(4-(1-methylpiperidin-4-yl)phenyl)-4-oxoquinazolin-3(4H)-yl)acetic acid FC1=C(C(=CC=C1)OC)C(C(=O)O)N1C=NC2=CC=C(C=C2C1=O)C1=CC=C(C=C1)C1CCN(CC1)C